ClC=1C=CC=C2C=CC=C(C12)C1=C(C=2N=C(N=C(C2C=N1)N1CCNC2(COC2)C1)OC[C@H]1N(CCC1)C)F (S)-8-(7-(8-chloronaphthalen-1-yl)-8-fluoro-2-((1-methylpyrrolidin-2-yl)methoxy)pyrido[4,3-d]pyrimidin-4-yl)-2-oxa-5,8-diazaspiro[3.5]nonane